NC1=CC(=C(C(=O)NCCC[C@@H](C(=O)OC)NC(C2=CC=C(C=C2)CCC=2N=C3C(=NC(=NC3=NC2)N)N)=O)C=C1)C=1N=NNN1 Methyl (S)-5-(4-amino-2-(2H-tetrazol-5-yl)benzamido)-2-(4-(2-(2,4-diaminopteridin-6-yl)ethyl) benzamido)pentanoate